ClC1(C(C1)C(=O)NCC(CC1=CC=NC=C1)=O)Cl 2,2-dichloro-N-(2-oxo-3-(pyridine-4-yl)propyl)cyclopropane-1-carboxamide